ClC=1C=C(C=CC1F)[C@](C)([C@@H]1C[C@H](C1)C(F)(F)F)NC(=O)N1[C@@H](C(NCC1)=O)C |o1:8| (2R)-N-((S or R)-1-(3-chloro-4-fluorophenyl)-1-(trans-3-(trifluoromethyl)-cyclobutyl)-ethyl)-2-methyl-3-oxopiperazine-1-carboxamide